7,8-dichloro-l-1-(1-(tetrahydro-2H-pyran-2-yl)-1H-pyrazol-4-yl)-2,3-dihydro-1H-[1,4]diazepino[1,7-a]indol-4(5H)-one ClC1=C(C=CC=2C=C3N(C12)CC(NCC3C=3C=NN(C3)C3OCCCC3)=O)Cl